(3R,4R)-4-((7-(5-chloro-3-fluoropyridin-2-yl)-5-fluoropyrrolo[2,1-f][1,2,4]triazin-2-yl)amino)-1-((difluoromethyl)sulfonyl)piperidin-3-ol ClC=1C=C(C(=NC1)C1=CC(=C2C=NC(=NN21)N[C@H]2[C@@H](CN(CC2)S(=O)(=O)C(F)F)O)F)F